(S)-3-((tert-butyldimethylsilyl)oxy)-2-((8-chloro-1-(2,6-dichloro-4-(2-hydroxyethoxy)phenyl)-2-methyl-4-oxo-1,4-dihydro-1,6-naphthyridin-5-yl)oxy)-N-methylpropanamide [Si](C)(C)(C(C)(C)C)OC[C@@H](C(=O)NC)OC1=C2C(C=C(N(C2=C(C=N1)Cl)C1=C(C=C(C=C1Cl)OCCO)Cl)C)=O